5-chloro-4-(methoxycarbonyl)-1H-pyrrolo[2,3-b]pyridine 7-oxide ClC=1C(=C2C(=[N+](C1)[O-])NC=C2)C(=O)OC